3-bromo-6-chloro-2-fluoro-1-[[2-(trimethylsilyl)ethoxy]methyl]pyrrolo[2,3-b]pyridine BrC1=C(N(C2=NC(=CC=C21)Cl)COCC[Si](C)(C)C)F